2'-chloro-5'-methoxy-6-methyl-N-(5-(1-(2,2,2-trifluoroethyl)-1H-pyrazole-5-carbonyl)-5,6-dihydro-4H-pyrrolo[3,4-d]thiazol-2-yl)-[4,4'-bipyridine]-3-carboxamide ClC1=NC=C(C(=C1)C1=C(C=NC(=C1)C)C(=O)NC=1SC2=C(N1)CN(C2)C(=O)C2=CC=NN2CC(F)(F)F)OC